(2R,4S,5S)-1-benzyl-5-ethyl-2-methylpiperidin-4-ol C(C1=CC=CC=C1)N1[C@@H](C[C@@H]([C@H](C1)CC)O)C